(4-{6-amino-5-[1-(2,6-dichloro-phenyl)-ethoxy]-pyridin-3-yl}-phenyl)-((S)-3-amino-pyrrolidin-1-yl)-methanone NC1=C(C=C(C=N1)C1=CC=C(C=C1)C(=O)N1C[C@H](CC1)N)OC(C)C1=C(C=CC=C1Cl)Cl